((1R,2R)-2-((3-bromo-2-methoxy-6-methylpyridin-4-yl)oxy)cyclopentyl)carbamic acid tert-butyl ester C(C)(C)(C)OC(N[C@H]1[C@@H](CCC1)OC1=C(C(=NC(=C1)C)OC)Br)=O